OCCNC(=O)C=1C=C2C(N(C(C2=CC1)=O)C1=C(C(=CC=C1)C1=CC2=C(OCCO2)C=C1)C)=O N-(2-hydroxyethyl)-2-(3-(2,3-dihydrobenzo[b][1,4]dioxin-6-yl)-2-methylphenyl)-1,3-dioxoisoindole-5-carboxamide